C(C=C)(=O)OCC(N)(C)C dimethyl-aminoethyl acrylate